2,4,5,6-tetracarbazolyl-1,3-benzenedinitrile C1(=CC=CC=2C3=CC=CC=C3NC12)C1=C(C(=C(C(=C1C#N)C1=CC=CC=2C3=CC=CC=C3NC12)C1=CC=CC=2C3=CC=CC=C3NC12)C1=CC=CC=2C3=CC=CC=C3NC12)C#N